BrC1=NC(=NC(=N1)Br)Br 2,4,6-tribromo-1,3,5-triazine